O=C1N(CCC(N1)=O)C1=NN(C2=C(C(=CC=C12)N1CCN(CC1)C(C)(C)C1CCN(CC1)C(=O)OC(C)(C)C)F)C tert-butyl 4-[1-[4-[3-(2,4-dioxohexahydropyrimidin-1-yl)-7-fluoro-1-methyl-indazol-6-yl]piperazin-1-yl]-1-methyl-ethyl]piperidine-1-carboxylate